C1=CC(=O)NC=C1 pyridinone